3-(1-oxo-5-(2,3,6,7-tetrahydro-1H-azepin-4-yl)isoindolin-2-yl)piperidine-2,6-dione O=C1N(CC2=CC(=CC=C12)C=1CCNCCC1)C1C(NC(CC1)=O)=O